CC1(N=N1)CCC(=O)NCCCCCC(=O)ON1C(CCC1=O)=O 2,5-dioxopyrrolidin-1-yl 6-(3-(3-methyl-3H-diazirin-3-yl)propanamido)hexanoate